(R)-4-(2-chloro-7-((3,3-difluoropyrrol-1-yl)methyl)thieno[3,2-d]pyrimidin-4-yl)-3-Methylmorpholine ClC=1N=C(C2=C(N1)C(=CS2)CN2CC(C=C2)(F)F)N2[C@@H](COCC2)C